2-methyl-pyrazolo[1,5-a]pyrimidine-6-carboxylic acid CC1=NN2C(N=CC(=C2)C(=O)O)=C1